(R)-(1,3-Dimethyl-azetidin-3-yl)-[3-(4-methyl-oxazol-2-yl)-phenyl]-(4-trifluoromethoxy-phenyl)-methanol CN1CC(C1)(C)[C@@](O)(C1=CC=C(C=C1)OC(F)(F)F)C1=CC(=CC=C1)C=1OC=C(N1)C